NN[C@@H](CCCCN)C(=O)O amino-Z-lysine